(2s,4r)-4-azido-2-((3-methyl-1H-pyrazol-1-yl)methyl)pyrrolidine-1-carboxylic acid tert-butyl ester C(C)(C)(C)OC(=O)N1[C@@H](C[C@H](C1)N=[N+]=[N-])CN1N=C(C=C1)C